1-Methylazetidin-3-yl (8-amino-7-fluoro-6-(8-methyl-2,3-dihydro-1H-pyrido[2,3-b][1,4]oxazin-7-yl)isoquinolin-3-yl)carbamate NC=1C(=C(C=C2C=C(N=CC12)NC(OC1CN(C1)C)=O)C1=C(C2=C(OCCN2)N=C1)C)F